(S)-N-(4-(6-(1H-pyrazol-3-yl)-1H-indol-3-yl)-5-(trifluoromethyl)pyrimidin-2-yl)azepan-3-amine 2,2,2-trifluoroacetate FC(C(=O)O)(F)F.N1N=C(C=C1)C1=CC=C2C(=CNC2=C1)C1=NC(=NC=C1C(F)(F)F)N[C@@H]1CNCCCC1